C(=O)=C1C=CC(=NN1)C=1C=C(C#N)C=CC1 3-(6-carbonyl-1,6-dihydro-3-pyridazinyl)benzonitrile